CN1N=C(C(=C1)B(O)O)C(F)(F)F 1-Methyl-3-trifluoromethyl-1H-pyrazole-4-boronic acid